N-(2-(4-amino-2,6-dioxo-3,6-dihydro-1,3,5-triazin-1(2H)-yl)ethyl)acrylamide NC=1NC(N(C(N1)=O)CCNC(C=C)=O)=O